2-(5-nitrothiazol-2-ylcarbamoyl)phenyl 2-amino-3,3-dimethylbutanoate NC(C(=O)OC1=C(C=CC=C1)C(NC=1SC(=CN1)[N+](=O)[O-])=O)C(C)(C)C